6-tert-butyl-3,4-xylenol C(C)(C)(C)C1=CC(=C(C=C1O)C)C